CC1=CN(NC=C1)C=1C=NC(=CC1)N[C@@H]1C[C@H](CC1)NC=1N=NC(=CN1)C 4-methyl-2-(6-(((1S,3S)-3-((6-methyl-1,2,4-triazin-3-yl)amino)cyclopentyl)amino)pyridin-3-yl)pyridazin